7-(6-(((1R,2R,3S,5S)-2-fluoro-8-azabicyclo[3.2.1]oct-3-yl)(methyl)amino)-1,2,4-triazin-3-yl)isoquinolin-6-ol F[C@@H]1[C@H]2CC[C@@H](C[C@@H]1N(C1=CN=C(N=N1)C1=C(C=C3C=CN=CC3=C1)O)C)N2